C(C=C)(=O)OCCOCCOC(C=C)=O Oxybis(ethane-2,1-diyl) diacrylate